4-(bromomethyl)-1-(triphenylmethyl)-1H-pyrazole BrCC=1C=NN(C1)C(C1=CC=CC=C1)(C1=CC=CC=C1)C1=CC=CC=C1